(2s,4s)-4-methyl-2-piperidinecarboxylic acid C[C@@H]1C[C@H](NCC1)C(=O)O